1-(diphenylamino)-N-(5-(2-mercaptoacetylamino)pentyl)pyrimidine-5-carboxamide C1(=CC=CC=C1)N(N1CN=CC(=C1)C(=O)NCCCCCNC(CS)=O)C1=CC=CC=C1